ClC=1C=C(C2=C(N(N=C2C1Cl)C1OCCCC1)C=1C=NN(C1)C1OCCCC1)NC(OC(C)(C)C)=O tert-butyl N-[6,7-dichloro-2-tetrahydropyran-2-yl-3-(1-tetrahydropyran-2-ylpyrazol-4-yl)indazol-4-yl]carbamate